3-(4-((5-((2-hydroxyethyl)amino)pentyl)thio)-1-oxoisoindolin-2-yl)piperidine-2,6-dione OCCNCCCCCSC1=C2CN(C(C2=CC=C1)=O)C1C(NC(CC1)=O)=O